N-(2-((4-fluorophenyl)methoxy)-4-(4,4,5,5-tetramethyl-1,3,2-dioxaborolan-2-yl)phenyl)ethane-1-sulfonamide FC1=CC=C(C=C1)COC1=C(C=CC(=C1)B1OC(C(O1)(C)C)(C)C)NS(=O)(=O)CC